ClC1=CC(=C(C=C1)NC=1C2=C(N=CN1)C=CN2C)OC(C)C N-(4-chloro-2-isopropoxy-phenyl)-5-methyl-pyrrolo[3,2-d]pyrimidin-4-amine